[Zn].SC=1SC(=NN1)S 2,5-dimercapto-1,3,4-thiadiazole zinc salt